4-(5-Amino-1H-indol-1-yl)benzonitrile NC=1C=C2C=CN(C2=CC1)C1=CC=C(C#N)C=C1